C1=2C=C(C=CC2CC1)CC(=O)C1=CC=C(C=C1)Cl 2-(bicyclo[4.2.0]oct-1(6),2,4-triene-3-yl)-1-(4-chlorophenyl)ethan-1-one